(4-(((1H-1,2,3-triazol-4-yl)methoxy)methyl)-3-fluoropiperidin-1-yl)(2-((2,3-dihydro-1H-inden-2-yl)amino)pyrimidin-5-yl)methanone N1N=NC(=C1)COCC1C(CN(CC1)C(=O)C=1C=NC(=NC1)NC1CC2=CC=CC=C2C1)F